dimethyl-carbamoyl chloride CN(C(=O)Cl)C